2-methylamino-5-iodobenzoic acid CNC1=C(C(=O)O)C=C(C=C1)I